ClC1=CC2=C(C=N1)C=NN2C2=NC(=CC(=C2)C)C2(COCC2)OC 6-chloro-1-(6-(3-methoxytetrahydrofuran-3-yl)-4-methylpyridin-2-yl)-1H-pyrazolo[4,3-c]pyridin